phenyl (2-phenylpyrimidin-5-yl)carbamate C1(=CC=CC=C1)C1=NC=C(C=N1)NC(OC1=CC=CC=C1)=O